5-((1S,2R)-1-(6-chloro-4-((S)-1-hydroxypropan-2-yl)-1,1-dioxido-3,4-dihydro-2H-benzo[e][1,2,4]thiadiazin-2-yl)-2-(6-fluoro-2,3-dimethylphenyl)propyl)-1,3,4-oxadiazol-2(3H)-one ClC=1C=CC2=C(N(CN(S2(=O)=O)[C@@H]([C@H](C)C2=C(C(=CC=C2F)C)C)C2=NNC(O2)=O)[C@H](CO)C)C1